FC1(CC1)CC(CN)C 3-(1-fluorocyclopropyl)-2-methylpropan-amine